methyl 2-(3-(1-(adamantan-1-ylmethyl)-5-methyl-1H-pyrazol-4-yl)-6-(8-(benzo[d]thiazol-2-ylcarbamoyl)-3,4-dihydroisoquinolin-2(1H)-yl)picolinamido)acetate C12(CC3CC(CC(C1)C3)C2)CN2N=CC(=C2C)C=2C(=NC(=CC2)N2CC3=C(C=CC=C3CC2)C(NC=2SC3=C(N2)C=CC=C3)=O)C(=O)NCC(=O)OC